NC1CCN(CC1)C(=O)N1CCN(CC1)C(=O)C1=C(C=C(NC=2C=3N(C=CN2)C(=CN3)C=3C(=NN(C3)CC#N)C(F)(F)F)C=C1)Cl 2-[4-[8-[4-[4-(4-aminopiperidine-1-carbonyl)piperazine-1-carbonyl]-3-chloroanilino]imidazo[1,2-a]pyrazin-3-yl]-3-(trifluoromethyl)pyrazol-1-yl]acetonitrile